1-(1-(4-chlorophenyl)-2,4-diphenyl-1H-imidazol-5-yl)ethan-1-one tert-butyl-N-[2-(1H-pyrazol-4-yl)ethyl]carbamate C(C)(C)(C)OC(NCCC=1C=NNC1)=O.ClC1=CC=C(C=C1)N1C(=NC(=C1C(C)=O)C1=CC=CC=C1)C1=CC=CC=C1